N-tert-butyl-2-(6-{5-chloro-2-[(oxan-4-yl)amino]pyrimidin-4-yl}-1-oxo-2,3-dihydro-1H-isoindol-2-yl)-N-(2-hydroxyethyl)acetamide C(C)(C)(C)N(C(CN1C(C2=CC(=CC=C2C1)C1=NC(=NC=C1Cl)NC1CCOCC1)=O)=O)CCO